5-(tert-butyl)-N-(2-(2-((1-methyl-1H-pyrazol-4-yl)amino)pyrimidin-4-yl)-6,7,8,9-tetrahydro-5H-benzo[7]annulen-5-yl)-1,3,4-thiadiazole-2-carboxamide C(C)(C)(C)C1=NN=C(S1)C(=O)NC1CCCCC2=C1C=CC(=C2)C2=NC(=NC=C2)NC=2C=NN(C2)C